[Si](C)(C)(C(C)(C)C)OC=1C=C2C(=NN(C2=CC1)C1OCCCC1)C1=NC(=NC=C1)OCCCOC[C@H](C)O (2S)-1-[3-[4-[5-[tert-butyl(dimethyl)silyl]oxy-1-tetrahydropyran-2-yl-indazol-3-yl]pyrimidin-2-yl]oxypropoxy]propan-2-ol